1-(2,4-difluoro-3-(3-(1-methyl-1H-pyrazol-4-yl)-1H-pyrazolo[3,4-c]pyridin-5-yl)phenyl)-N-methylmethanamine FC1=C(C=CC(=C1C=1C=C2C(=CN1)NN=C2C=2C=NN(C2)C)F)CNC